N-oleoyl-sarcosine-octadecyl-amine salt C(CCCCCCCCCCCCCCCCC)N.C(CCCCCCC\C=C/CCCCCCCC)(=O)N(C)CC(=O)O